CN1C(CCC2=CC(=CC=C12)C=1C=C(C=NC1)CNC(=O)C=1C(=NN(C1)C)C)=O 1,3-Dimethyl-1H-pyrazole-4-carboxylic acid [5-(1-methyl-2-oxo-1,2,3,4-tetrahydro-quinolin-6-yl)-pyridin-3-ylmethyl]-amide